4-((2-Ethoxy-2-oxoethyl)amino)benzoic acid C(C)OC(CNC1=CC=C(C(=O)O)C=C1)=O